3-phenyl-4-(methylamino)-5H-naphtho[1,8-cd]isothiazol-5-one-1,1-dioxide C1(=CC=CC=C1)C1=C(C(C2=CC=CC3=C2C1=NS3(=O)=O)=O)NC